(6Ar,10aR)-3-(1-heptylcyclopropyl)-6,6,9-trimethyl-6a,7,10,10a-tetrahydrobenzo[c]chromen-1-ol C(CCCCCC)C1(CC1)C=1C=C(C=2[C@H]3[C@H](C(OC2C1)(C)C)CC=C(C3)C)O